(2-bromo-5-fluorobenzyl)-6-methyl-3-(methylthio)-1,2,4-triazin-5(4H)-one BrC1=C(CN2C(=NN=C(C2=O)C)SC)C=C(C=C1)F